1-cyclobutyl-3-pentylimidazolium dicyanoammonium salt C(#N)[NH2+]C#N.C1(CCC1)N1C=[N+](C=C1)CCCCC